6-(5,6-dihydro-2H-pyran-3-yl)-[1,3]thiazolo[4,5-b]pyrazin-2-amine O1CC(=CCC1)C=1N=C2C(=NC1)N=C(S2)N